8-(2,2-Dimethylpropyl)-2-({(1S)-1-[4-(methylsulfonyl)phenyl]ethyl}amino)pyrido[2,3-d]pyrimidin-7(8H)-on CC(CN1C(C=CC2=C1N=C(N=C2)N[C@@H](C)C2=CC=C(C=C2)S(=O)(=O)C)=O)(C)C